(3-(7-(aminomethyl)-7-(thiophen-3-yl)-3-azabicyclo[4.1.0]heptan-3-yl)-6-(2,3-dichlorophenyl)-5-methylpyrazin-2-yl)methanol NCC1(C2CCN(CC12)C=1C(=NC(=C(N1)C)C1=C(C(=CC=C1)Cl)Cl)CO)C1=CSC=C1